2-(6-METHOXYPYRIDIN-3-YL)-4-METHYL-6-(4-(1-PHENYLETHYL)PIPERAZIN-1-YL)PYRIMIDINE COC1=CC=C(C=N1)C1=NC(=CC(=N1)C)N1CCN(CC1)C(C)C1=CC=CC=C1